1H-Imidazo[4,5-C]pyridin N1C=NC=2C=NC=CC21